OC1=C(C=CC=C1)C(\C=C\CCCC)=O (E)-1-(2-hydroxyphenyl)-2-hepten-1-one